CC1(C(N(C2=CC=C(C=C12)C(F)(F)F)CC(=O)NC(CCC(=O)O)(C)C)=O)C 4-(2-(3,3-dimethyl-2-oxo-5-(trifluoromethyl)indolin-1-yl)acetamido)-4-methylpentanoic acid